ClC=1C=C(C=CC1)[C@H]1[C@@H](CNCC1)N(C(=O)C=1NC2=CC=CC=C2C1)C N-((3S,4S)-4-(3-chlorophenyl)piperidin-3-yl)-N-methyl-1H-indole-2-carboxamide